2-[3-(2-{2-azabicyclo[2.1.1]hexan-1-yl}ethynyl)pyridin-4-yl]-3-[(3-chloro-2-methoxyphenyl)amino]-1H,5H,6H,7H-pyrrolo[3,2-c]pyridin-4-one C12(NCC(C1)C2)C#CC=2C=NC=CC2C2=C(C=1C(NCCC1N2)=O)NC2=C(C(=CC=C2)Cl)OC